2-prop-2-ynyloxyethylmethanesulfonic acid C(C#C)OCCCS(=O)(=O)O